7-Methoxy-1-methyl-1,2,3,4-tetrahydroisoquinoline COC1=CC=C2CCNC(C2=C1)C